CN(C1=C(C=C(C=C1)C1=NC=C(C=C1)C(NCC=1C(=NC=CC1)C)=O)C)C(CCNC(OCC)=O)=O ethyl N-[3-[N,2-dimethyl-4-[5-[(2-methyl-3-pyridyl)methylcarbamoyl]-2-pyridyl]anilino]-3-oxo-propyl]carbamate